OCC(C(=O)O)CO 2,2-bis(hydroxymethyl)acetic acid